((5-(hydrazinecarbonyl)pyridin-2-yl)methyl)-4-(oxetan-3-yl)piperazin-1-carboxamide N(N)C(=O)C=1C=CC(=NC1)CC1N(CCN(C1)C1COC1)C(=O)N